COC1=CC=C(CN2N=C(C=C(C2=O)C(F)(F)F)C2N(CC3=CC=CC=C23)C(=O)OC(C)(C)C)C=C1 tert-butyl 1-(1-(4-methoxybenzyl)-6-oxo-5-(trifluoromethyl)-1,6-dihydropyridazin-3-yl)isoindoline-2-carboxylate